COC1(CC1)CN1C(=CC2=CC=CC=C12)C=O 1-((1-Methoxycyclopropyl)methyl)-1H-indole-2-carbaldehyde